1-butyl-3-allylimidazole bromide [Br-].C(CCC)N1CN(C=C1)CC=C